3-bromo-5-cyclopentyl-4H-1,2,4-triazole BrC1=NN=C(N1)C1CCCC1